O=C(CCC1=CC=C(C(=O)O)C=C1)NOC1OCCCC1 4-(3-oxo-3-(((tetrahydro-2H-pyran-2-yl)oxy)amino)propyl)benzoic acid